N1CC(C1)CN1CCC(CC1)CN1CCC(CC1)N1N=C(C=2C1=NC=NC2N)C2=CC=C(C=C2)OC2=CC=CC=C2 1-(1-((1-(azetidin-3-ylmethyl)piperidin-4-yl)methyl)piperidin-4-yl)-3-(4-phenoxyphenyl)-1H-pyrazolo(3,4-d)pyrimidin-4-amine